ClC=1C=C(C=CC1F)NC(=O)C1=C(N=CN1C)C1CC2CC(CC2C1)(C=1C(=NN(C1)C)C(C(F)(F)F)O)O N-(3-Chloro-4-fluorophenyl)-4-(5-hydroxy-5-(1-methyl-3-(2,2,2-trifluoro-1-hydroxyethyl)-1H-pyrazol-4-yl)octahydropentalen-2-yl)-1-methyl-1H-imidazole-5-carboxamide